C1(=CC=CC=C1)C=1SC=C(N1)CC(=O)N1CCC(CC1)OC1=CC=NC=C1 2-(2-phenyl-1,3-thiazol-4-yl)-1-[4-(pyridin-4-yloxy)piperidin-1-yl]ethan-1-one